Ethyl-3-phenylpropionate C(C)OC(CCC1=CC=CC=C1)=O